2-(2-(3-carbamoyl-1H-indazol-1-yl)-N-isopropylacetamido)acetic acid C(N)(=O)C1=NN(C2=CC=CC=C12)CC(=O)N(C(C)C)CC(=O)O